3-(2-methoxyethoxy)-N-methylbenzamide COCCOC=1C=C(C(=O)NC)C=CC1